3-(7-(Dimethylphosphoryl)-3-(4-(trifluoromethyl)cyclohex-1-en-1-yl)-1H-pyrazolo[4,3-b]pyridin-1-yl)azetidine-1-carboxylic acid tert-butyl ester C(C)(C)(C)OC(=O)N1CC(C1)N1N=C(C2=NC=CC(=C21)P(=O)(C)C)C2=CCC(CC2)C(F)(F)F